2-[1-[(2,4-dichlorophenyl)methyl]-5-oxopyrrolidin-2-yl]-N-(furan-2-ylmethyl)acetamid ClC1=C(C=CC(=C1)Cl)CN1C(CCC1=O)CC(=O)NCC=1OC=CC1